2-(3,5-dimethoxyphenyl)-5-(1-isobutyl-1H-pyrazol-4-yl)-N4-(1,2,3,4-tetrahydroisoquinolin-7-yl)pyrimidine-2,4-diamine COC=1C=C(C=C(C1)OC)C1(NC=C(C(=N1)NC1=CC=C2CCNCC2=C1)C=1C=NN(C1)CC(C)C)N